C(C)(C)(C)N(C(O)=O)[C@H](C(=O)N1[C@@H](C[C@H](C1)O)C(NCC1=CC=C(C=C1)C1=C(N=CS1)C)=O)C(C)(C)C.FC(C1=CC=NN1)(F)F 5-(trifluoromethyl)-1H-pyrazole Tert-butyl-((S)-1-((2S,4R)-4-hydroxy-2-((4-(4-methylthiazol-5-yl)benzyl)carbamoyl)pyrrolidin-1-yl)-3,3-dimethyl-1-oxobutan-2-yl)carbamate